sodium glycerate chloride [Cl-].C(C(O)CO)(=O)O.[Na+]